2,3,4-tri-methoxy-α-L-rhamnose CO[C@@]1([C@H](O)O[C@H]([C@@]([C@]1(O)OC)(O)OC)C)O